N-methoxy-N-methyl-4,5,6,7-tetrahydro-1-benzothiophene-2-carboxamide CON(C(=O)C=1SC2=C(C1)CCCC2)C